(±)-4-[2-(4-Fluorophenyl)azepan-1-yl]-6-methyl-pyrimidin-2-amine FC1=CC=C(C=C1)[C@@H]1N(CCCCC1)C1=NC(=NC(=C1)C)N |r|